C12CN(CC(CC1)N2)C=2N=C(C(=C1C(=C(N=CC21)C2=CC(=CC1=CC=C(C(=C21)C#C)F)O)F)C)CCCN(C)C 4-[8-(3,8-diazabicyclo[3.2.1]octan-3-yl)-6-[3-(dimethylamino)propyl]-4-fluoro-5-methyl-2,7-naphthyridin-3-yl]-5-ethynyl-6-fluoro-naphthalen-2-ol